5-(4-(1-(1-((2-chloro-4-(trifluoromethyl)phenyl)carbamoyl)cyclobutyl)-1H-pyrazol-4-yl)Piperidin-1-yl)hexahydrocyclopenta[c]pyrrole ClC1=C(C=CC(=C1)C(F)(F)F)NC(=O)C1(CCC1)N1N=CC(=C1)C1CCN(CC1)C1CC2C(CNC2)=C1